BrC1=CC(=C(C=C1)C(CNC(=O)C1=CC(=NC=C1OC1=CC(=CC=C1)C(F)(F)F)Cl)(F)F)Cl N-[2-(4-bromo-2-chloro-phenyl)-2,2-difluoro-ethyl]-2-chloro-5-[3-(trifluoromethyl)phenoxy]pyridine-4-carboxamide